ICC\C=C/CCCCCCCC(OCCC)OCCC (3Z)-1-iodo-12,12-dipropoxy-3-dodecene